[Si](C)(C)(C(C)(C)C)OC([2H])([2H])C1=NC=CC=C1F (((tert-butyldimethylsilyl)oxy)methyl-d2)-3-fluoropyridine